C=1N=CN2C1C1=CC=CC=C1[C@@H]2C2(CCCCCC2)O (R)-1-(5H-Imidazo[5,1-a]isoindol-5-yl)cycloheptan-1-ol